FC1(CN(CC1)C1=NC=CC(=C1NC(=O)C1=NC=C(N=C1)C(C)C)C1=C(C=CC=C1)F)F N-(2-(3,3-difluoropyrrolidin-1-yl)-4-(2-fluoro-phenyl)pyridin-3-yl)-5-isopropylpyrazine-2-carboxamide